CN1C=2CCCNC([C@H]3NC[C@@H](OC4=CC=NC(C5=CC=CC(=N1)C52)=C4)C3)=O (8S,11S)-18-methyl-7-oxa-3,10,13,18,19-pentazapentacyclo[15.6.1.12,6.18,11.020,24]hexacosa-1(23),2(26),3,5,17(24),19,21-heptaen-12-one